(R)-5-(1-aminoethyl)thiophene-3-carboxamidine N[C@H](C)C1=CC(=CS1)C(=N)N